OC1(C2C=CC(C1)C2)CC 5-hydroxy-5-ethylbicyclo[2.2.1]hept-2-ene